C(C)C1=CC=CC=2C1=C(C=1C=NN(C1C2)C2OCCCC2)O 5-Ethyl-1-(tetrahydro-2H-pyran-2-yl)-1H-benzo[f]indazol-4-ol